4-amino-6-((1-ethyl-1H-pyrazol-4-yl)ethynyl)-N-(4-(methoxymethyl)phenyl)-7-(1-methylcyclopropyl)-7H-pyrrolo[2,3-d]pyrimidine-5-carboxamide NC=1C2=C(N=CN1)N(C(=C2C(=O)NC2=CC=C(C=C2)COC)C#CC=2C=NN(C2)CC)C2(CC2)C